CC1=CC=2N(C=C1)C(=C(N2)C2=C(C=C(C=C2)S(N)(=O)=O)C)C[C@H]2CN(CCO2)C(=O)OC methyl (S)-2-((7-methyl-2-(2-methyl-4-sulfamoylphenyl)imidazo[1,2-a]pyridin-3-yl)methyl)morpholine-4-carboxylate